5-((4'-chloro-[1,1'-biphenyl]-2-yl)methyl)hexahydropyrrolo[3,4-c]pyrrole ClC1=CC=C(C=C1)C1=C(C=CC=C1)CN1CC2C(C1)CNC2